(2S)-1-((2-(2-bromo-6-chloropyridin-4-yl)-2-hydroxyethyl)amino)propan-2-ol BrC1=NC(=CC(=C1)C(CNC[C@H](C)O)O)Cl